COC1=CC=C(C=C1)C1(OCCO1)C#CC1=CC=CC=C1 2-(4-methoxyphenyl)-2-(phenylethynyl)-1,3-dioxolane